(S)-5-(((3-hydroxytetrahydrofuran-3-yl)methyl)amino)-3-methyl-8-(4-(pentafluoro-λ6-sulfaneyl)phenyl)pyrido[4,3-d]pyrimidin-4(3H)-one O[C@]1(COCC1)CNC1=NC=C(C=2N=CN(C(C21)=O)C)C2=CC=C(C=C2)S(F)(F)(F)(F)F